C1(CCCC1)OC1=CC=CC2=C1C(N1[C@@H](CO2)C[C@@H](C1)O)=O (2S,11aR)-6-(cyclopentyloxy)-2-hydroxy-2,3,11,11a-tetrahydro-1H,5H-benzo[f]pyrrolo[2,1-c][1,4]Oxazepine-5-one